C(=O)(O)CCCCCCN1[C@H](CCC1=O)/C=C/[C@H](C(C1=CC=CC=C1)(F)F)OC(CC1=CC=C(C(=O)NCCCC(O)(P(O)([O-])=O)P(O)([O-])=O)C=C1)=O.[Na+].[Na+] sodium (4-(4-(2-(((R,E)-4-((R)-1-(6-carboxyhexyl)-5-oxopyrrolidin-2-yl)-1,1-difluoro-1-phenylbut-3-en-2-yl)oxy)-2-oxoethyl)benzamido)-1-hydroxybutane-1,1-diyl)bis(hydrogen phosphonate)